Isopropyl-(5-methoxy-2-pyridin-2-yl-pyrimidin-4-yl)ammonium malate C(C(O)CC(=O)[O-])(=O)[O-].C(C)(C)[NH2+]C1=NC(=NC=C1OC)C1=NC=CC=C1.C(C)(C)[NH2+]C1=NC(=NC=C1OC)C1=NC=CC=C1